N[C@@H](CC1=CNC=N1)C(=O)O l-HISTIDINE